Tetradecyl-dimethyl-benzyl-ammonium C(CCCCCCCCCCCCC)[N+](CC1=CC=CC=C1)(C)C